tris-(2-methoxyphenyl)phosphorus COC1=C(C=CC=C1)P(C1=C(C=CC=C1)OC)C1=C(C=CC=C1)OC